tri(n-hexyl) trimellitate C(C=1C(C(=O)OCCCCCC)=CC(C(=O)OCCCCCC)=CC1)(=O)OCCCCCC